CC1=NC(=NO1)C1=CC=C2C=CN=C(C2=C1)NCCC#N 3-[[7-(5-Methyl-1,2,4-oxadiazol-3-yl)-1-isoquinolyl]amino]-propanenitrile